2-Bromo-1-(4-iodophenyl)propan-1-one BrC(C(=O)C1=CC=C(C=C1)I)C